O[C@H]1[C@@H](OC([C@H]1O)=C)N1C(NC(C=C1)=O)=O 1-[(2R,3R,4S)-3,4-dihydroxy-5-methylene-tetrahydrofuran-2-yl]pyrimidine-2,4-dione